2-(benzofuran-5-yl)phenol O1C=CC2=C1C=CC(=C2)C2=C(C=CC=C2)O